FC=1C=C(C=CC1N1CCN(CC1)C)NC=1N=CC=2N=C(C=3C=CN=CC3C2N1)C1=C(C=CC=C1OC)F N-(3-fluoro-4-(4-methylpiperazin-1-yl)phenyl)-6-(2-fluoro-6-methoxyphenyl)pyrimido[5,4-c][2,6]naphthyridin-2-amine